N[C@H](CNC(\C=C\C1=CC(=CC=C1)C(F)(F)F)=O)CC1=C(C=C(C=C1C)O)C (S,E)-N-(2-amino-3-(4-hydroxy-2,6-dimethylphenyl)propyl)-3-(3-(trifluoromethyl)phenyl)acrylamide